1,3-dimethylimidazolidin-2-ylium CN1[CH+]N(CC1)C